[(1S)-1-[2-[5-(cyanomethylcarbamoyl)pyrazin-2-yl]-1,2,4-triazol-3-yl]ethyl]ammonium chloride [Cl-].C(#N)CNC(=O)C=1N=CC(=NC1)N1N=CN=C1[C@H](C)[NH3+]